(±)-3-diazo-9,10-dimethoxy-1,3,4,6,7,11b-hexahydro-2H-pyrido[2,1-a]isoquinolin-2-one [N+](=[N-])=C1C(C[C@H]2N(CCC3=CC(=C(C=C23)OC)OC)C1)=O |r|